C(C(C)C)N1N=CC2=CC=C(C=C12)C=1C2=C(NN1)C1=C(C2)SC(=C1)C1=CC=C(CN2CCOCC2)C=C1 4-(4-(3-(1-isobutyl-1H-indazol-6-yl)-1,4-dihydro-thieno[2',3':4,5]cyclopenta[1,2-c]pyrazol-6-yl)benzyl)morpholine